thymyl ethyl ether C(C)OC1=CC(C)=CC=C1C(C)C